[Al](Br)(Br)Br.C(#N)[C@H](C)NC(C1=CC=C(C=C1)C1=NC(=NC=C1C)NC=1C=NN(C1)C1CCN(CC1)CCO)=O (S)-N-(1-cyanoethyl)-4-(2-((1-(1-(2-hydroxyethyl)piperidin-4-yl)-1H-pyrazol-4-yl)amino)-5-methylpyrimidin-4-yl)benzamide aluminum tri-bromide